CC1(OB(OC1(C)C)C=1SC(=CC1)C(F)(F)F)C 4,4,5,5-tetramethyl-2-(5-(trifluoromethyl)thiophen-2-yl)-1,3,2-dioxaborolane